OC(CCOC1=NC=CC(=C1)NC(O[C@H](C)[C@H](C)OC1=C(C=C2C(=N1)SC(=N2)C2=C1N=CC(=NC1=CC(=C2)C)OC)F)=O)(C)C (2R,3S)-3-((6-fluoro-2-(2-methoxy-7-methylquinoxalin-5-yl)thiazolo[5,4-b]pyridin-5-yl)oxy)butan-2-yl (2-(3-hydroxy-3-methylbutoxy)pyridin-4-yl)carbamate